C(C1=CC=CC=C1)OC(=O)N1CC(C(CC1)=O)C=1C=NC(=C(C1)C1OCCO1)OC.FC(C(=O)NC1=CC=C(C=C1)OC1=CC=CC=C1)(F)F 2,2,2-trifluoro-N-(4-phenoxyphenyl)acetamide benzyl-3-(5-(1,3-dioxolan-2-yl)-6-methoxypyridin-3-yl)-4-oxopiperidine-1-carboxylate